O=C1NC(CCC1OC1=CC=C(C=C1)N1CCN(CC1)CC(=O)N1CCC(CC1)C=1N=C2N(C=C(C(=C2)OC(C)C)NC(=O)C2=NC(=CC=C2)C(F)(F)F)C1)=O N-[2-[1-[2-[4-[4-[(2,6-dioxo-3-piperidyl)oxy]phenyl]piperazin-1-yl]acetyl]-4-piperidyl]-7-isopropoxy-imidazo[1,2-a]pyridin-6-yl]-6-(trifluoromethyl)pyridine-2-carboxamide